N-({4-[(4-fluorotetrahydro-2H-pyran-4-yl)methoxy]-3-(trifluoromethyl)phenyl}sulfonyl)-2-(1H-pyrrolo[2,3-b]pyridin-5-yloxy)benzamide FC1(CCOCC1)COC1=C(C=C(C=C1)S(=O)(=O)NC(C1=C(C=CC=C1)OC=1C=C2C(=NC1)NC=C2)=O)C(F)(F)F